tert-butyl-4-(1-(cyclopropylmethyl)-6-(N-(1-methylcyclopropyl)sulfamoyl)-2,4-dioxo-1,2-dihydroquinazolin-3(4H)-yl)piperidine-1-carboxylate C(C)(C)(C)OC(=O)N1CCC(CC1)N1C(N(C2=CC=C(C=C2C1=O)S(NC1(CC1)C)(=O)=O)CC1CC1)=O